4-(3-methylbutanoyl)-N-(pyrrolidin-3-ylmethyl)-3,4-dihydroquinoxaline CC(CC(=O)N1CCN(C2=CC=CC=C12)CC1CNCC1)C